C(C)(C)C1=C(NC2=CC=C(C=C12)C1=NN=C(O1)C(=O)NC1CCN(CC1)C(C)C)C1=CC(=NC=C1)C 5-(3-isopropyl-2-(2-methylpyridin-4-yl)-1H-indol-5-yl)-N-(1-isopropylpiperidin-4-yl)-1,3,4-oxadiazole-2-carboxamide